N-(5-cyano-4-((2-mercapto-2-methylpropyl)amino)pyridin-2-yl)-7-formyl-6-((4-methyl-2-oxopiperazin-1-yl)methyl)-3,4-dihydro-1,8-naphthyridine-1(2H)-carboxamide C(#N)C=1C(=CC(=NC1)NC(=O)N1CCCC2=CC(=C(N=C12)C=O)CN1C(CN(CC1)C)=O)NCC(C)(C)S